1-(3-bromoprop-2-yn-1-yl)-5-oxopyrrolidine-2-carboxylic acid BrC#CCN1C(CCC1=O)C(=O)O